ClC1=NC=CC(=C1)C1=CC(=NC2=C(N=CC=C12)C1=CC=NN1)N1CCOCC1 4-(2-chloropyridin-4-yl)-2-(morpholin-4-yl)-8-(1H-pyrazol-5-yl)-1,7-naphthyridine